C(C)(C)(C)NCC(=O)NCC(=O)O.ClCC1=CC=C(C=C1)C1=NC(=CN=C1)C(F)(F)F 2-[4-(chloromethyl)phenyl]-6-(trifluoromethyl)pyrazine tert-butyl-glycylglycinate